6-fluoro-5-((1-((5-fluoro-2-methyl-3-oxo-3,4-dihydroquinoxalin-6-yl)methyl)piperidin-4-yl)amino)-N-methylpicolinamide FC1=C(C=CC(=N1)C(=O)NC)NC1CCN(CC1)CC=1C(=C2NC(C(=NC2=CC1)C)=O)F